(2S,4R)-4-(Ethyl-1,1-d2)-N-((S,E)-4-(methylsulfonyl)but-3-en-2-yl)-2-phenylpiperidine-1-carboxamide C(C)([2H])([2H])[C@H]1C[C@H](N(CC1)C(=O)N[C@@H](C)\C=C\S(=O)(=O)C)C1=CC=CC=C1